O=C1NC(CCC1N1C(C=2C=CC=C(C2C1)C#N)=O)=O 2-(2,6-Dioxopiperidin-3-yl)-1-oxoisoindoline-4-carbonitrile